3-amino-2-pentenoic acid NC(=CC(=O)O)CC